tert-butyl 6-(azido methyl)-8-(4-(trifluoromethyl) phenyl)-3,4-dihydroisoquinoline-2(1H)-carboxylate N(=[N+]=[N-])CC=1C=C2CCN(CC2=C(C1)C1=CC=C(C=C1)C(F)(F)F)C(=O)OC(C)(C)C